C(C1=CC=CC=C1)OC1=CC(=C(C=C1C1CC1)C1=C(C=C(C(=C1)C)OCC1=CC=CC=C1)F)C1(CCC1)O 1-(4,4'-bis(benzyloxy)-5-cyclopropyl-2'-fluoro-5'-methyl-[1,1'-biphenyl]-2-yl)cyclobutan-1-ol